CC=1P(C=CC1)C#N 2-methyl-P-cyanophosphole